4,5,5',6'-Tetrahydro-2H-Spiro[Furan-3,8'-Pyrano[3,4-b]Pyridine] N1=C2C(=CC=C1)CCOC21COCC1